Cl.Cl.ClC1=CC2=C(N(C=N2)CCC[C@H]2NCCC[C@@H]2O)C(=C1)C=1C=NN(C1)CCC(C)C (2R,3S)-2-(3-(5-chloro-7-(1-isopentyl-1H-pyrazol-4-yl)-1H-benzo[d]imidazol-1-yl)propyl)piperidin-3-ol dihydrochloride